CCOC(=O)CC(C1=CC=CC=C1)O ethyl-3-hydroxy-3-phenyl propionate